naphthacene-1,11-dialdehyde C1(=CC=CC2=CC3=CC4=CC=CC=C4C(=C3C=C12)C=O)C=O